(trans)-4-((5-(N-(2-cyclopropyl-4-iodo-5-methylphenyl)but-2-ynamido)-1-methyl-1H-pyrazolo[4,3-b]pyridin-3-yl)oxy)-2,2-dimethylcyclohexane-1-carboxylic acid C1(CC1)C1=C(C=C(C(=C1)I)C)N(C(C#CC)=O)C1=CC=C2C(=N1)C(=NN2C)O[C@@H]2CC([C@H](CC2)C(=O)O)(C)C